4-(2-amino-5-(2-methylpyridin-4-yl)-1H-imidazol-4-yl)benzene-1,2-diol NC=1NC(=C(N1)C=1C=C(C(=CC1)O)O)C1=CC(=NC=C1)C